C(CCC)OC(CCC(C)(OOC(C)(C)C)OOC(C)(C)C)=O n-butyl-4,4-bis(tert-butyl peroxy)valerate